C(C=C)N t-N-allylamine